2-Chloro-6-fluoronitrobenzene C1=CC(=C(C(=C1)Cl)[N+](=O)[O-])F